The molecule is a dipeptide formed from L-leucine and L-tryptophan residues. It has a role as a metabolite. It derives from a L-leucine and a L-tryptophan. CC(C)C[C@@H](C(=O)N[C@@H](CC1=CNC2=CC=CC=C21)C(=O)O)N